C(#N)C1(CC1)CNC(C1=CC=C(C=C1)C1=NC(=NC=C1C)NC=1C=NN(C1)C1CC1)=O N-((1-cyanocyclopropyl)methyl)-4-(2-((1-cyclopropyl-1H-pyrazol-4-yl)amino)-5-methylpyrimidin-4-yl)benzamide